t-butyl 2-((5-((3-chloro-4-(1H-imidazol-1-yl)phenyl) (5-(3,5-Dimethylisoxazol-4-yl)-2-methylphenyl)amino)n-pentyl)oxy)acetate ClC=1C=C(C=CC1N1C=NC=C1)N(CCCCCOCC(=O)OC(C)(C)C)C1=C(C=CC(=C1)C=1C(=NOC1C)C)C